CP(=O)(C)C1=NC=C(C(=N1)OC)N(C(OC(C)(C)C)=O)CC#C tert-butyl (2-(dimethylphosphoryl)-4-methoxypyrimidin-5-yl)(prop-2-yn-1-yl)carbamate